(R)-3-(2-(3-ethynylphenyl)propyl)-4-methyl-4H-1,2,4-triazole C(#C)C=1C=C(C=CC1)[C@@H](CC1=NN=CN1C)C